((S)-4-acryloyl-2-methylpiperazin-1-yl)-10-chloro-11-(2,4-difluorophenyl)-3-methoxy-3,4-dihydro-2H,6H-[1,4]thiazepino[2,3,4-ij]quinazolin-6-one C(C=C)(=O)N1C[C@@H](N(CC1)C1C(CN2C(N=CC3=CC(=C(C(=C23)S1)C1=C(C=C(C=C1)F)F)Cl)=O)OC)C